C1(=CC=CC=C1)C=1C=C2CNCC2=CC1 5-phenylisoindolin